6-(2-Methyl-2H-indazol-5-yl)-2-(piperazin-1-yl)-1,3-benzothiazol CN1N=C2C=CC(=CC2=C1)C1=CC2=C(N=C(S2)N2CCNCC2)C=C1